COC1=NC=2C=3N(C4(CC2C=C1OCCCOC)CCC4)C=C(C(C3)=O)C(=O)O 2'-Methoxy-3'-(3-methoxypropoxy)-10'-oxo-5',10'-dihydrospiro[cyclobutane-1,6'-pyrido[1,2-h][1,7]naphthyridine]-9'-carboxylic acid